ClC1=CC=C(CN2CC(CCC2)C2=CC=NC=3N2N=C(C3CN3CCOCC3)C)C=C1 4-((7-(1-(4-Chlorobenzyl)piperidin-3-yl)-2-methylpyrazolo[1,5-a]pyrimidin-3-yl)methyl)morpholine